FC1=C(C(=C(C(=N1)CC(=O)N)[2H])[2H])I (6-fluoro-5-iodopyridin-2-yl-3,4-d2)acetamide